COC(=O)C=1C=C(C(=O)C2=CC(=C(C=C2)C(=O)OOC(C)(C)C)C(=O)OC)C=CC1C(=O)OOC(C)(C)C 3,3'-bis(methoxycarbonyl)-4,4'-bis(t-butylperoxycarbonyl)benzophenone